3-amino-5-trideuteriomethyl-2,3-dihydropyrido[3,2-b][1,4]oxazepin-4(5H)-one hydrochloride Cl.NC1C(N(C2=C(OC1)C=CC=N2)C([2H])([2H])[2H])=O